C(C1=CC=CC=C1)OC(=O)N[C@](C(=O)OC(C)C)(CC(=CC#N)C)C1=CC=C(C=C1)C=1C=NN(C1)C(F)F isopropyl (R)-2-(((benzyloxy)carbonyl)amino)-5-cyano-2-(4-(1-(difluoromethyl)-1H-pyrazol-4-yl)phenyl)-4-methylpent-4-enoate